NCC=1C=C(C=CC1)C1=CC(=CC=2C=COC21)C(C)OC2=C(C=CC=C2)CC(=O)O (+)-2-(2-(1-(7-(3-(aminomethyl)phenyl)benzofuran-5-yl)ethoxy)phenyl)acetic acid